N,N-dimethyl-2-(4-(4,4,5,5-tetramethyl-1,3,2-dioxaborolan-2-yl)-1H-pyrazol-1-yl)ethan-1-amine CN(CCN1N=CC(=C1)B1OC(C(O1)(C)C)(C)C)C